C(C)O/C=C/C1=NC=CC(=N1)N1CCN(CC1)C(C)=O (E)-1-(4-(2-(2-ethoxyvinyl)pyrimidin-4-yl)piperazin-1-yl)ethan-1-one